(2-(phenylthio)phenyl)methyleneamine C1(=CC=CC=C1)SC1=C(C=CC=C1)C=N